C1(CC1)C1=C(C(=NO1)C1CCC2(CC2)CC1)CO[C@H]1[C@@H]2CN([C@H](C1)C2)C2=CC=C(C(=O)OC)C=C2 methyl 4-((1S,4S,5R)-5-((5-cyclopropyl-3-(spiro[2.5]octan-6-yl)isoxazol-4-yl)methoxy)-2-azabicyclo[2.2.1]heptan-2-yl)benzoate